2,3-Diisopropyl-2-cyanosuccinic acid dimethyl ester COC(C(C(C(=O)OC)C(C)C)(C#N)C(C)C)=O